CC1OC(CN(C1)C1=CC=C(C=C1)NC=1C=CC2=C(OCCN2C)C1)C N-(4-(2,6-dimethylmorpholino)phenyl)-4-methyl-3,4-dihydro-2H-benzo[b][1,4]oxazin-7-amine